(4-(ethoxymethoxy)tetrahydro-2H-pyran-4-yl)methanol C(C)OCOC1(CCOCC1)CO